5-(2-(3,4-dimethoxy-5-methylphenylamino)-5-fluoropyrimidin-4-ylamino)-7-fluorobenzo[d]oxazol-2(3H)-one trifluoroacetate salt FC(C(=O)O)(F)F.COC=1C=C(C=C(C1OC)C)NC1=NC=C(C(=N1)NC=1C=C(C2=C(NC(O2)=O)C1)F)F